(R)-6-chloro-5-fluoro-1'-(1H-pyrazole-4-carbonyl)spiro[benzo[d][1,3]oxazine-4,3'-piperidin]-2(1H)-one ClC1=C(C2=C(NC(O[C@@]23CN(CCC3)C(=O)C=3C=NNC3)=O)C=C1)F